NC1=CC(=C(OCCN2C[C@H](N(CC2)C(=O)OC(C)(C)C)C)C=C1)CC(F)F (R)-tert-Butyl 4-(2-(4-amino-2-(2,2-difluoroethyl)phenoxy)ethyl)-2-methylpiperazine-1-carboxylate